O-butylhydroxylamine CCCCON